4,5-DIMETHOXY-2-(METHOXYCARBONYL)PHENYLBORONIC ACID COC1=CC(=C(C=C1OC)B(O)O)C(=O)OC